1-(7-(5-hydroxypentyloxy)isoquinolin-4-yl)pyrimidine-2,4(1h,3h)-dione OCCCCCOC1=CC=C2C(=CN=CC2=C1)N1C(NC(C=C1)=O)=O